COC[C@H](CCCC)N (S)-1-methoxyhexane-2-amine